3-((R)-(3-fluorophenyl)((S)-11-hydroxy-10-oxo-5,6-dihydro-10H-imidazo[2',1':3,4]pyrazino[1,2-b]pyridazin-6-yl)methyl)benzonitrile FC=1C=C(C=CC1)[C@@H](C=1C=C(C#N)C=CC1)[C@H]1CN2C(C=3N1N=CC(C3O)=O)=NC=C2